Phthalyl Alcohol OCC=1C(CO)=CC=CC1